hydrogenselenat [Se](=O)(=O)(O)[O-]